The molecule is a 1,2-diacyl-sn-glycerol in which the acyl groups positions 1 and 2 are specified as alpha-linolenoyl and (11Z)-icosenoyl respectively. It has a role as a human blood serum metabolite. It is a 1,2-diacyl-sn-glycerol and a diacylglycerol 38:4. It derives from an alpha-linolenic acid and an (11Z)-icos-11-enoic acid. CCCCCCCC/C=C\\CCCCCCCCCC(=O)O[C@@H](CO)COC(=O)CCCCCCC/C=C\\C/C=C\\C/C=C\\CC